(E)-4-hydroxy-1-(4-(9-methyl-6-(4-(trifluoromethoxy)phenyl)-9H-purin-2-yl)piperazin-1-yl)butan OCCCCN1CCN(CC1)C1=NC(=C2N=CN(C2=N1)C)C1=CC=C(C=C1)OC(F)(F)F